C1(=CC=CC=C1)C=1N=C(NC1)C1N(CCCC1)N1CCCCC1 1-(2-(4-phenyl-1H-imidazol-2-yl)piperidin-1-yl)piperidin